2-(1-methyl-1H-indazol-7-yl)-2-(1-(4,5,6,7-tetrahydroisoxazolo[4,3-c]pyridin-5-carbonyl)piperidin-4-ylidene)acetonitrile CN1N=CC2=CC=CC(=C12)C(C#N)=C1CCN(CC1)C(=O)N1CC=2C(CC1)=NOC2